1-pyrenesulfonic acid sodium salt [Na+].C1(=CC=C2C=CC3=CC=CC4=CC=C1C2=C34)S(=O)(=O)[O-]